(E)-3-(4-chlorophenyl)-1-(4-cyclobutylpiperazin-1-yl)prop-2-en-1-one tert-butyl-3-(3-(3-(1-(o-tolyl)cyclopropyl)-1,2,4-oxadiazol-5-yl)-5-(trifluoromethyl)-1H-pyrazol-1-yl)propanoate C(C)(C)(C)OC(CCN1N=C(C=C1C(F)(F)F)C1=NC(=NO1)C1(CC1)C1=C(C=CC=C1)C)=O.ClC1=CC=C(C=C1)/C=C/C(=O)N1CCN(CC1)C1CCC1